NCC1CCN(CC1)C(=O)C1=C(C=C(NC=2C=3N(C=CN2)C(=CN3)C3=C(C(=C(OC(C#N)C)C=C3)F)F)C=C1)C 2-[4-[8-[4-[4-(aminomethyl)piperidine-1-carbonyl]-3-methyl-anilino]imidazo[1,2-a]pyrazin-3-yl]-2,3-difluoro-phenoxy]propanenitrile